(3S,6S,7R,8R)-3-[[[3-(acetyloxy)-4-methoxy-2-pyridinyl] carbonyl] amino]-6-methyl-4,9-dioxo-8-(phenylmethyl)-1,5-dioxononan-7-yl 2-methylpropionate CC(C(=O)O[C@@H]([C@@H](C(C([C@H](CC=O)NC(=O)C1=NC=CC(=C1OC(C)=O)OC)=O)=O)C)[C@H](C=O)CC1=CC=CC=C1)C